BrC1=C2C(=CN=C1)N(N=C2)CC2=CC=C(C=C2)OC 4-bromo-1-(4-methoxybenzyl)-1H-pyrazolo[3,4-c]Pyridine